potassium N'-cyano-N-(4-fluorophenyl)carbamimidothioate C(#N)N=C(NC1=CC=C(C=C1)F)[S-].[K+]